[Ir+3].OC1=C(C2=CC=CC=C2C=C1)C=NNC(=S)N 2-hydroxy-1-naphthaldehyde thiosemicarbazone iridium (iii)